(2S,4S)-4-fluoro-1-[2-[(3S)-3-[[8-(trifluoromethoxy)-5-quinolyl]amino]pyrrolidin-1-yl]acetyl]pyrrolidine-2-carbonitrile F[C@H]1C[C@H](N(C1)C(CN1C[C@H](CC1)NC1=C2C=CC=NC2=C(C=C1)OC(F)(F)F)=O)C#N